N-[(1-{[3-(Propan-2-yloxy)piperidin-1-yl]methyl}cyclobutyl)methyl]-4H,5H,6H,7H,8H,9H-cycloocta[b]thiophene-2-carboxamide CC(C)OC1CN(CCC1)CC1(CCC1)CNC(=O)C1=CC2=C(S1)CCCCCC2